(S)-4-(1-fluoro-3-hydroxypropan-2-yl)thiomorpholine 1,1-dioxide FC[C@H](CO)N1CCS(CC1)(=O)=O